C(C)(C)(C)OC(=O)N1CC(CCC1)([N+](=O)[O-])C(COCC1=CC=CC=C1)O 3-(2-(benzyloxy)-1-hydroxyethyl)-3-nitropiperidine-1-carboxylic acid tert-butyl ester